CC1(NC(CC(C1)OC(=O)CC(C(CC(=O)[O-])C(=O)[O-])C(=O)[O-])(C)C)C (2,2,6,6-tetramethyl-4-piperidinyl)-1,2,3,4-butane-tetracarboxylate